ClC=1C(=CC(=C(C1)S(=O)(=O)N(C=1SC=CN1)CC1=C(C=C(C=C1)OC)OC)F)NC(CC)C1=CC=NC=C1 5-chloro-N-(2,4-dimethoxybenzyl)-2-fluoro-4-((1-(pyridin-4-yl)propyl)amino)-N-(thiazol-2-yl)benzenesulfonamide